CC1=NOC(=N1)C(C)C1=NC2=CC=CC=C2C(=N1)N (1-(3-methyl-1,2,4-oxadiazol-5-yl)ethyl)quinazolin-4-amine